B([O-])[O-].[Ni+2] nickel boronoate